The molecule is an organic cation that is the conjugate acid of trovafloxacin, obtained by protonation of the primary amino group. It is an ammonium ion derivative and an organic cation. It is a conjugate acid of a trovafloxacin. C1[C@@H]2[C@@H](C2[NH3+])CN1C3=C(C=C4C(=O)C(=CN(C4=N3)C5=C(C=C(C=C5)F)F)C(=O)O)F